4-(6-((1R,5S)-3,8-diazabicyclo[3.2.1]octan-3-yl)pyridin-3-yl)-6-ethoxy-1H-pyrazolo[3',4':3,4]pyrazolo[1,5-a]pyridine hydrochloride Cl.[C@H]12CN(C[C@H](CC1)N2)C2=CC=C(C=N2)C=2C=1N(C=C(C2)OCC)N=C2C1C=NN2